C12C(CCC(C1(C)C)C2)C Pinan